S1C=CC=C1B([O-])[O-] 5-thiophenylboronate